BrC1=C(C=C(C=C1)N)C1=CC=CC=C1 2-bromo-[1,1'-biphenyl]-5-amine